BrC1=CC=C2C=NC(=NC2=C1)N(C(=O)OC(C)(C)C)C(=O)OC(C)(C)C 7-bromo-2-bisBocaminoquinazoline